(±)-tertbutyl-3-(methylthio)-6,7,8,9-tetrahydro-5H-6,9-epiminocyclohepta[e][1,2,4]triazine-10-carboxylate C(C)(C)(C)OC(=O)N1C2CCC1C1=C(N=C(N=N1)SC)C2